4-hydroxy-1,8-naphthyridine-2(1H)-one OC1=CC(NC2=NC=CC=C12)=O